OC[C@@H](C(=O)N[C@H](C(=O)O)CCCCCCCC1=NC=2NCCCC2C=C1)C1=CC=CC=C1 (S)-2-((S)-3-hydroxy-2-phenylpropionamido)-9-(5,6,7,8-tetrahydro-1,8-naphthyridin-2-yl)nonanoic acid